O=C1OC2=CC(=CC=C2C=C1)C=O 2-OXO-2H-CHROMENE-7-CARBALDEHYDE